[I-].C1(=CC=CC=C1)[PH3+] Phenylphosphonium iodid